4-(2-(piperidin-1-yl)eth-oxy)benzamide N1(CCCCC1)CCOC1=CC=C(C(=O)N)C=C1